C(C(=C)C)(=O)O.C(C1CO1)C=1C(=C(O)C=CC1C(C)(C)C1=CC=C(C=C1)O)CC1CO1 diglycidyl-bisphenol A methacrylate